C(#N)[C@H]1N2C(N([C@H](C(=C1)C)C2)O[C@@H](C(=O)OCC)F)=O ethyl (2R)-2-(((2S,5R)-2-cyano-4-methyl-7-oxo-1,6-diazabicyclo[3.2.1]oct-3-en-6-yl) oxy)-2-fluoroacetate